C(C(=C)C)(=O)OC(CSC=1SC(=NN1)SCCCCC)C 2-methacryloxy-n-propylthio-5-n-pentylthio-1,3,4-thiadiazole